2-(2-(2-aminoethyl)-1H-benzo[d]imidazol-1-yl)-N-methylacetamide dihydrochloride Cl.Cl.NCCC1=NC2=C(N1CC(=O)NC)C=CC=C2